(S)-4-((2-chloro-5-(1-(2,2,2-trifluoroethyl)-1H-pyrazol-3-yl)pyridin-4-yl)amino)butan-2-ol ClC1=NC=C(C(=C1)NCC[C@H](C)O)C1=NN(C=C1)CC(F)(F)F